C(#N)C=1C=NN2C1C(=NC(=C2)C=2C=NN(C2)C2CCC(CC2)C=O)C=2C=CC(=NC2)N2CCC(CC2)(C(=O)NC2CCC2)CC 1-[5-[3-cyano-6-[1-(4-formylcyclohexyl)pyrazol-4-yl]pyrazolo[1,5-a]pyrazin-4-yl]-2-pyridyl]-N-cyclobutyl-4-ethyl-piperidine-4-carboxamide